C(C)(C)(C)N(C(O)=O)C1=CC(=CC=C1)CC(C=O)Cl.C(#N)C=1C(=NC(=C(C1CC)C#N)N1CCN(CCC1)C)\C=C(/C(=O)N)\C1=CC=C(C=C1)[N+](=O)[O-] (Z)-3-(3,5-dicyano-4-ethyl-6-(4-methyl-1,4-diazepan-1-yl)pyridin-2-yl)-2-(4-nitrophenyl)acrylamide tert-butyl-[3-(2-chloro-3-oxopropyl)phenyl]carbamate